N-{2-[3-(methanesulfonyl)phenyl]-2H-indazol-6-yl}-N'-[(pyridin-4-yl)methyl]urea CS(=O)(=O)C=1C=C(C=CC1)N1N=C2C=C(C=CC2=C1)NC(=O)NCC1=CC=NC=C1